(S)-2-(4-aminobutanamido)-N1,N5-bis{2-[(α-D-mannopyranosyl)oxy]ethyl}pentanediamide NCCCC(=O)N[C@H](C(=O)NCCO[C@@H]1[C@@H](O)[C@@H](O)[C@H](O)[C@H](O1)CO)CCC(=O)NCCO[C@@H]1[C@@H](O)[C@@H](O)[C@H](O)[C@H](O1)CO